N-(2,5-dimethoxyphenyl)-2-methyl-3-(thiazol-2-yl)-3-(p-tolyl)pyrrolidine-1-carboxamide COC1=C(C=C(C=C1)OC)NC(=O)N1C(C(CC1)(C1=CC=C(C=C1)C)C=1SC=CN1)C